2-(2-chloro-4-methylpyridin-3-yl)-6,7-difluoro-4-isopropylisoquinolin-1(2H)-one ClC1=NC=CC(=C1N1C(C2=CC(=C(C=C2C(=C1)C(C)C)F)F)=O)C